2-ethoxy-2,4,4,6,6-pentafluoro-1,3,5,2λ5,4λ5,6λ5-triazatriphosphabenzene C(C)OP1(=NP(=NP(=N1)(F)F)(F)F)F